5-androsten-3β-ol-17-one C[C@]12CC[C@H]3[C@H]([C@@H]1CCC2=O)CC=C4[C@@]3(CC[C@@H](C4)O)C